C(C1=CC=CC=C1)C1(CN(CC1)S(=O)(=O)C1=CN=CS1)C=1C=C2C=NN(C2=CC1C)C1=CC=C(C=C1)F 5-((3-benzyl-3-(1-(4-fluorophenyl)-6-methyl-1H-indazol-5-yl)pyrrolidin-1-yl)sulfonyl)thiazole